C(CC)(=O)OS(N)(=O)=O sulfamoyl propionate